2-amino-6-mercapto-4-(4-(oxetan-3-ylmethyl)phenyl)-pyridine-3,5-dicarbonitrile NC1=NC(=C(C(=C1C#N)C1=CC=C(C=C1)CC1COC1)C#N)S